(4S)-7-bromo-8-chloro-6-(2,6-difluorophenyl)-4-methyl-1-(6-methylpyridazin-3-yl)-4H-[1,2,4]triazolo[4,3-a][1,4]benzodiazepine BrC1=C(C=CC2=C1C(=N[C@H](C=1N2C(=NN1)C=1N=NC(=CC1)C)C)C1=C(C=CC=C1F)F)Cl